CC1=C(C(=CC(=C1)C)C)[P](C1=CC=C(C=C1)C=C)=O racemic-2,4,6-trimethylphenyl-(4-vinylphenyl)phosphorus oxide